IC=1C(=NN(C1C)C(C(=O)O)(C)C)C 2-(4-iodo-3,5-dimethyl-1H-pyrazol-1-yl)-2-methylpropanoic acid